C(C)S(=O)(=O)OC=1C=C(C=CC1C)NC(=O)NC1=CC(=C(C=C1)C)OS(=O)(=O)CC N,N'-di-[3-(ethanesulfonyloxy)-4-methyl-phenyl]urea